butyl (5-bromo-1,3,4-thiadiazol-2-yl)(methyl)carbamate BrC1=NN=C(S1)N(C(OCCCC)=O)C